6-(2-amino-5-(3-((dimethylamino)methyl)-2-fluoro-4-morpholinophenyl)-6-fluoropyridin-3-yl)-3,4-dihydroisoquinolin-1(2H)-one NC1=NC(=C(C=C1C=1C=C2CCNC(C2=CC1)=O)C1=C(C(=C(C=C1)N1CCOCC1)CN(C)C)F)F